O1CC(C1)N1N=CC(=C1)C=1C=CC2=C(C=NC3=C(O2)C=CC(=C3)OC(F)(F)F)C1 2-(1-(Oxetan-3-yl)-1H-pyrazol-4-yl)-8-(trifluoromethoxy)dibenzo[b,f][1,4]oxazepin